C(CCCCCCCC)N(CCN(CC(=O)OC(CC(C)C(N(CCCCCCCCC)CCCCCCCCC)C(=O)[O-])C)CCCCCCCCC)CCCCCCCCC 4-((N-(2-(Dinonylamino)ethyl)-N-nonylglycyl)oxy)pentan-2-yldinonylglycinate